5-chloro-N-(4-chlorophenyl)pyridin-2-amine ClC=1C=CC(=NC1)NC1=CC=C(C=C1)Cl